C(#N)[C@@H](N[S@@](=O)C1=CC=C(C=C1)C)[C@@H]1CC2(CC2)CCC1 (S)-N-((S)-cyano((S)-spiro[2.5]octan-5-yl)methyl)-4-methylbenzenesulfinamide